3-(3-((2-(2-Fluoro-5-((6-fluoro-4-(methylcarbamoyl)-1H-indol-5-yl)oxy)phenyl)-1H-imidazol-5-yl)methyl)phenyl)propanoic acid FC1=C(C=C(C=C1)OC=1C(=C2C=CNC2=CC1F)C(NC)=O)C=1NC(=CN1)CC=1C=C(C=CC1)CCC(=O)O